C(CC)C1(C(=O)O)CC=CC=C1.C(C1=CC=CC=C1)(=O)OCCC propyl 1-benzoate (1-propylbenzoate)